C(#N)C1=NN(C=C1[C@@H](CC)C1=C(C=CC(=C1)F)F)C (1R,2S)-1-(3-cyano-1-methyl-1H-pyrazol-4-yl)-1-(2,5-difluorophenyl)propan